C(C)OCC1OCCN(CCOCCOCCN(CCOC1)S(=O)(=O)C1=CC=C(C)C=C1)S(=O)(=O)C1=CC=C(C)C=C1 2-(ethoxymethyl)-7,16-ditosyl-1,4,10,13-tetraoxa-7,16-diazacyclooctadecane